tert-Butyl (3S)-3-[[4-[[2-amino-6-(methoxymethyl)phenyl]methoxy]phenoxy]methyl]pyrrolidine-1-carboxylate NC1=C(C(=CC=C1)COC)COC1=CC=C(OC[C@@H]2CN(CC2)C(=O)OC(C)(C)C)C=C1